(3R,4S)-3,4-Difluoro-pyrrolidine-1-carboxylic acid [(3R,5S)-1-(8-cyano-quinolin-5-yl)-5-trifluoromethyl-piperidin-3-yl]-amide C(#N)C=1C=CC(=C2C=CC=NC12)N1C[C@@H](C[C@@H](C1)C(F)(F)F)NC(=O)N1C[C@H]([C@H](C1)F)F